COC(=O)C=1SC(=CN1)CS(=O)(=O)C 5-(methylsulfonylmethyl)thiazole-2-carboxylic acid methyl ester